P(=O)([O-])([O-])[O-].[Na+].[Zn+2] Zinc sodium phosphate